5-(benzyloxy)-N-((1r,3s,5s)-8-azabicyclo[3.2.1]oct-3-yl)-2-methylbenzofuran-3-carboxamide C(C1=CC=CC=C1)OC=1C=CC2=C(C(=C(O2)C)C(=O)NC2C[C@H]3CC[C@@H](C2)N3)C1